NC=1C(=NC(=CN1)C1=C(C=C(C=C1)NC([C@H](O)C1=CC(=CC(=C1)F)F)=O)C)C(=O)NCCOC (R)-3-amino-6-(4-(2-(3,5-difluorophenyl)-2-hydroxyacetamido)-2-methylphenyl)-N-(2-methoxyethyl)pyrazine-2-carboxamide